2,2'-azobis[2-methyl-N-(1,1-bis(hydroxymethyl)-2-hydroxyethyl)propionamide] N(=NC(C(=O)NC(CO)(CO)CO)(C)C)C(C(=O)NC(CO)(CO)CO)(C)C